C1(CCC1)C=1N=CC2=C(N1)NC=C2C2=CC=C1N=CC(=NC1=C2)OC2CCN(CC2)C 7-(2-cyclobutyl-7H-pyrrolo[2,3-d]pyrimidin-5-yl)-2-((1-methylpiperidin-4-yl)oxy)quinoxaline